hydroxy-4-(4-methylthiazol-5-yl)benzonitrile OC1=C(C#N)C=CC(=C1)C1=C(N=CS1)C